diperoxydicarbonate C(=O)(OOC(=O)[O-])O[O-]